CC1=CC=C(C=C1)C(CCC(=O)[O-])=O 4-(4-methylphenyl)-4-oxo-butyrate